t-butyl 4-{4-[(6S)-6-(2-methoxy-2-oxoethyl)-2,3,9-trimethyl-6H-thieno[3,2-f][1,2,4]triazolo[4,3-a][1,4]diazepin-4-yl]phenyl}-3,6-dihydropyridine-1(2H)-carboxylate COC(C[C@H]1C=2N(C3=C(C(=N1)C1=CC=C(C=C1)C=1CCN(CC1)C(=O)OC(C)(C)C)C(=C(S3)C)C)C(=NN2)C)=O